FC(OC1=CC=C(C=N1)N1C2=C(C=C(C1=O)C1=CN(C(C=C1)=O)C)SC(=N2)OCC)F 4-(6-(difluoromethoxy)pyridin-3-yl)-2-ethoxy-6-(1-methyl-6-oxo-1,6-dihydropyridine-3-yl)thiazolo[4,5-b]pyridin-5(4H)-one